3-(4-((R)-2-aminopropoxy)phenyl)-N-((R)-1-(3-fluorophenyl)ethyl)imidazo[1,2-b]pyridazin-6-amine adipate salt C(CCCCC(=O)O)(=O)O.N[C@@H](COC1=CC=C(C=C1)C1=CN=C2N1N=C(C=C2)N[C@H](C)C2=CC(=CC=C2)F)C